FC=1C(=NC=C(C1)F)CNC(=O)C1=CN=C(S1)N1CC(C(CC1)N1C[C@@H](CCC1)C)F N-[(3,5-difluoropyridin-2-yl)methyl]-2-[(3R)-3'-fluoro-3-methyl[1,4'-bipiperidin]-1'-yl]-1,3-thiazole-5-carboxamide